tridecyl-triisopropoxysilane C(CCCCCCCCCCCC)[Si](OC(C)C)(OC(C)C)OC(C)C